C(C)(C)(C)OCCO 2-tert-butyl-oxyethanol